(3S)-1-[3-[6-(5-oxa-2-azaspiro[3.4]oct-2-yl)-3-pyridinyl]azetidine-1-carbonyl]pyrrolidine-3-carboxamide C1N(CC12OCCC2)C2=CC=C(C=N2)C2CN(C2)C(=O)N2C[C@H](CC2)C(=O)N